2-aminoethyl Dibenzyl Phosphate P(=O)(OCCN)(OCC1=CC=CC=C1)OCC1=CC=CC=C1